2,4-di(dodecyl-thiomethyl)-6-methylphenol C(CCCCCCCCCCC)SCC1=C(C(=CC(=C1)CSCCCCCCCCCCCC)C)O